N-(2-carboxyethyl)-N-[2-[(2-hydroxyethyl)amino]ethyl]beta-alanine C(=O)(O)CCN(CCC(=O)O)CCNCCO